N-(3-bromobenzyl)-carbazole BrC=1C=C(CN2C3=CC=CC=C3C=3C=CC=CC23)C=CC1